tert-butyl (2-((6-amino-8-bromo-9-(3-((hydroxy(methoxy)phosphoryl)methyl)benzyl)-9H-purin-2-yl)oxy)propyl)carbamate NC1=C2N=C(N(C2=NC(=N1)OC(CNC(OC(C)(C)C)=O)C)CC1=CC(=CC=C1)CP(=O)(OC)O)Br